methyl 3-cyano-4-[2-(dimethylamino)ethoxy]benzoate C(#N)C=1C=C(C(=O)OC)C=CC1OCCN(C)C